{4-(naphthalene-1-yl)-phenyl}-phenyl-(2'-phenyl-[1,1':4',1'':4'',1''']quaterphenyl-4'''-yl)-amine C1(=CC=CC2=CC=CC=C12)C1=CC=C(C=C1)N(C1=CC=C(C=C1)C1=CC=C(C=C1)C1=CC(=C(C=C1)C1=CC=CC=C1)C1=CC=CC=C1)C1=CC=CC=C1